bistrimethoxysilyl-ethane tert-butyl-N-[(3S,4S)-1-{7-[6-(methoxymethoxy)-2,7-dimethylindazol-5-yl]-1,8-naphthyridin-3-yl}-4-methylpyrrolidin-3-yl]carbamate C(C)(C)(C)OC(N[C@@H]1CN(C[C@@H]1C)C=1C=NC2=NC(=CC=C2C1)C1=CC2=CN(N=C2C(=C1OCOC)C)C)=O.CO[Si](OC)(OC)C(C)[Si](OC)(OC)OC